ClC=1C(=NC(=NC1)NC1CCOCC1)C1=CC=C2CN(C(C2=C1)=O)[C@@H](C(=O)N[C@H]([C@H](C)O)C1=CC=CC=C1)CC (2R)-2-(6-{5-chloro-2-[(oxacyclohex-4-yl)amino]pyrimidin-4-yl}-1-oxo-2,3-dihydro-1H-isoindol-2-yl)-N-[(1S,2S)-2-hydroxy-1-phenylpropyl]butanamide